1-(2-methyl-4-(6-(1-methyl-1H-pyrazol-4-yl)pyrazolo[1,5-a]pyrazin-4-yl)benzyl)-4-(oxetan-3-ylmethyl)piperazin-2-one hydrochloride Cl.CC1=C(CN2C(CN(CC2)CC2COC2)=O)C=CC(=C1)C=1C=2N(C=C(N1)C=1C=NN(C1)C)N=CC2